FC1=CC=C(C=C1)P(C1=CC=C(C=C1)F)C1=CC=C(C=C1)F tris(4-fluorophenyl)phosphane